C(C)(C)(C)OC(=O)[C@H]1[C@@H]([C@@H]1C=1N=CN(C1)C)C (1s,2r,3s)-2-methyl-3-(1-methyl-1H-imidazol-4-yl)cyclopropane-1-carboxylic acid tert-butyl ester